9,9-diphenyl-2-aminofluorene C1(=CC=CC=C1)C1(C2=CC=CC=C2C=2C=CC(=CC12)N)C1=CC=CC=C1